C1(CCC1)C=1C=C(C=CC1)C1=NC(=NC=C1F)N[C@H]1C[C@H](CCC1)C(=O)O cis-3-((4-(3-cyclobutylphenyl)-5-fluoropyrimidin-2-yl)amino)cyclohexane-1-carboxylic acid